N,N-dimethylamino methacrylate C(C(=C)C)(=O)ON(C)C